BrC=1C=C(C2=CC=CC=C2C1)C1(COC1)NS(=O)C(C)(C)C N-(3-(3-bromonaphthalen-1-yl)oxetan-3-yl)-2-methylpropane-2-sulfinamide